C(C(=O)O)(=O)O.COC1=C(C=CC(=C1)CNC(CCCC\C=C\C(C)C)=O)C(N(C)C)C(=O)O (E)-2-methoxy-4-((8-methylnon-6-enamido)methyl)phenyl-dimethylglycine oxalate